(1S,7S,8S)-2-(7-Chloro-2-(((S)-2-(difluoromethylene)tetrahydro-1H-pyrrolizin-7a(5H)-yl)methoxy)-8-fluoropyrido[4,3-d]pyrimidin-4-yl)-8-fluoro-5-oxa-2-azabicyclo[5.1.0]octane ClC1=C(C=2N=C(N=C(C2C=N1)N1[C@@H]2[C@H]([C@@H]2COCC1)F)OC[C@]12CCCN2CC(C1)=C(F)F)F